BrC=1C=CC=C2[C@](CCOC12)(C(=O)OCC1=CC=CC=C1)C benzyl (4S)-8-bromo-4-methyl-chromane-4-carboxylate